O(C)C1=C(C=CC=C1)CC(=O)O (R)-2-methoxylphenyl-acetic acid